N1C=CC2=CC=C(C=C12)C1=C2C(=C(N=N1)N[C@H]1[C@@H](CCCC1)O)C=NC=C2 |r| rac-(1R,2R)-2-[[1-(1H-Indol-6-yl)pyrido[3,4-d]pyridazin-4-yl]amino]cyclohexanol